C(CCCCC)C(C(=O)OC)(C(=O)OC)CCCCCC dimethyl 2,2-dihexylpropanedioate